FC(C1(C(NC2=CC=CC=C2N1)=O)C)F 3-(difluoromethyl)-3-methyl-3,4-dihydroquinoxalin-2(1H)-one